ClC1=C(C=CC=C1)C(C(=O)N)C1=NC=CC(=C1)C1CC1 2-(2-Chlorophenyl)-2-(4-cyclopropyl-2-pyridyl)acetamide